O=C1NC(CCC1N1C(C2=CC(=CC(=C2C1)C1CCN(CC1)CCCCCCCOC=1C=C(C=CC1OC)N1C(C2=C(C1=O)C=CS2)=O)F)=O)=O 5-(3-((7-(4-(2-(2,6-Dioxopiperidin-3-yl)-6-fluoro-1-oxoisoindolin-4-yl)piperidin-1-yl)heptyl)oxy)-4-methoxyphenyl)-4H-thieno[2,3-c]pyrrole-4,6(5H)-dione